4-(3-(2,6-difluoro-3-(propylsulfonamido)benzoyl)-1H-pyrrolo[2,3-b]pyridin-5-yl)benzamide FC1=C(C(=O)C2=CNC3=NC=C(C=C32)C3=CC=C(C(=O)N)C=C3)C(=CC=C1NS(=O)(=O)CCC)F